N-[(1R)-1-[3-(difluoromethyl)-2-fluoro-phenyl]ethyl]-6-(1-imino-1-oxo-3,6-dihydro-2H-thiopyran-4-yl)-7-methoxy-2-methyl-quinazolin-4-amine FC(C=1C(=C(C=CC1)[C@@H](C)NC1=NC(=NC2=CC(=C(C=C12)C=1CCS(CC1)(=O)=N)OC)C)F)F